3-chloro-2-(pyrazin-2-yl)pyridine-4-thiol ClC=1C(=NC=CC1S)C1=NC=CN=C1